FC(C1=CC=C(C=C1)C=1N=CN2C1C=CC=C2)(F)F 1-(4-(trifluoromethyl)phenyl)imidazo[1,5-a]pyridin